ClC1=C(C(=CC=C1Cl)O)[C@H]1C[C@H]2CC(CC(N2C1)=O)NC (2R,8aS)-2-(2,3-dichloro-6-hydroxyphenyl)-7-(methylamino)-hexahydro-1H-indolizin-5-one